1-(6-bromo-pyridin-3-ylmethyl)-4-ethyl-piperazine BrC1=CC=C(C=N1)CN1CCN(CC1)CC